chlorodibenzofuran-2,4-diamine ClC1=C(C=C(C=2OC3=C(C21)C=CC=C3)N)N